C(=O)O.OC[C@H]1CN(CCN1)C1=C2C(=NC=C1)N(CC2)C(=O)NC2=CC1=CN(N=C1C=C2OC)C (R)-4-(3-(hydroxymethyl)piperazin-1-yl)-N-(6-methoxy-2-methyl-2H-indazol-5-yl)-2,3-dihydro-1H-pyrrolo[2,3-b]pyridine-1-carboxamide formate